NC1C=CC(C(=O)NCC(=O)[O-])=CC=1.[Na+] aminohippurate sodium